1-butylsulfanilic acid C(CCC)C1(S(=O)(=O)O)CC=C(C=C1)N